FC1=C(CN2C(N(C(C3=CC=C(C=C23)C(=O)NCC2=C(C=C(C=C2F)F)F)C)C)=O)C(=CC=C1)OC 1-(2-fluoro-6-methoxybenzyl)-3,4-dimethyl-2-oxo-N-(2,4,6-trifluorobenzyl)-1,2,3,4-tetrahydroquinazoline-7-carboxamide